C(=O)OCC(C)(N1CC2(CC1)CCN(CC2)C=2C1=C(N=C(N2)C2=CC=NC=C2)C=NC=C1)C 2-methyl-2-(8-(2-(pyridin-4-yl)pyrido[3,4-d]pyrimidin-4-yl)-2,8-diazaspiro[4.5]decan-2-yl)propan-1-ol formate